8-Methyl-9-(2-pyrimidinyl)-1,2,3,9-tetrahydrocarbazol-4-one CC=1C=CC=C2C=3C(CCCC3N(C12)C1=NC=CC=N1)=O